1-(naphthalen-2-yl)-2-toluenesulfonyl-ethan-1-one C1=C(C=CC2=CC=CC=C12)C(CS(=O)(=O)CC1=CC=CC=C1)=O